CC(C(C)(C)C)CC(C#CC(CCC)O)O tetramethyl-5-decyne-4,7-diol